10-((octadec-9-enoyloxy)methyl)octadecanoic acid (2'-ethylhexyl) ester C(C)C(COC(CCCCCCCCC(CCCCCCCC)COC(CCCCCCCC=CCCCCCCCC)=O)=O)CCCC